7-chloro-[1,2,4]triazolo[1,5-a]pyrimidine ClC1=CC=NC=2N1N=CN2